(trans-4-(5-(methoxymethyl)-1,3,4-oxadiazol-2-yl)cyclohexyl)carbamic acid tert-butyl ester C(C)(C)(C)OC(N[C@@H]1CC[C@H](CC1)C=1OC(=NN1)COC)=O